FC(CN1[C@@H](C=2NC3=CC=CC=C3C2C[C@H]1C)C1=C(C=C(C=C1)N1CCC2(CCN(CC2)C(=O)OC(C)(C)C)CC1)OC)F tert-butyl 9-(4-((1R,3R)-2-(2,2-difluoroethyl)-3-methyl-2,3,4,9-tetrahydro-1H-pyrido[3,4-b]indol-1-yl)-3-methoxyphenyl)-3,9-diazaspiro[5.5]undecane-3-carboxylate